FC1=C(C=CC=C1)C1=CC2C=NN(C2C=C1OC)C1COCC1 4-fluoro-3-(6-methoxy-1-(tetrahydrofuran-3-yl)-3a,7a-dihydro-1H-indazol-5-yl)benzene